7-(6-methyl-1-(tetrahydro-2H-pyran-2-yl)-5-(trifluoromethyl)-1H-indazol-4-yl)quinazoline CC1=C(C(=C2C=NN(C2=C1)C1OCCCC1)C1=CC=C2C=NC=NC2=C1)C(F)(F)F